FC(C(=O)O)(C(C(C(C(C(C(C(C(C(C(C(C(F)(F)F)(F)F)(F)F)(F)F)(F)F)(F)F)(F)F)(F)F)(F)F)(F)F)(F)F)(F)F)F perfluorotetradecanoic acid